methyl (S)-2-((4-(6-((2-fluoro-4-(tetrahydro-2H-pyran-4-carbonyl)benzyl)oxy)pyridin-2-yl)piperidin-1-yl)methyl)-1-(oxetan-2-ylmethyl)-1H-benzo[d]imidazole-6-carboxylate FC1=C(COC2=CC=CC(=N2)C2CCN(CC2)CC2=NC3=C(N2C[C@H]2OCC2)C=C(C=C3)C(=O)OC)C=CC(=C1)C(=O)C1CCOCC1